C(CCC)C=1C=C(C(=NC1)C1=CC=C(C=C1)OC)C=1C=C(NC1)C(=O)O 4-(5-butyl-2-(4-methoxyphenyl)pyridin-3-yl)-1H-pyrrole-2-carboxylic acid